eugenylacetate C1(=C(OC)C=C(CC=C)C=C1)CC(=O)[O-]